ClC1=C(C=CC=2N=C(OC21)C)C2=CN(C=1N=C(N(C(C12)=O)C)N1C2CC(CC1CC2)NC(OC(C)(C)C)=O)COCC[Si](C)(C)C tert-Butyl (endo-8-[5-(7-chloro-2-methylbenzo[d]oxazol-6-yl)-3-methyl-4-oxo-7-((2-(trimethylsilyl)ethoxy)methyl) pyrrolo[2,3-d]pyrimidin-2-yl]-8-azabicyclo[3.2.1]octan-3-yl)carbamate